Ethyl-3-oxopropionate C(C)OC(CC=O)=O